Magnesium ammonium arsenate [As]([O-])([O-])([O-])=O.[NH4+].[Mg+2]